1-(5-(4-(trifluoromethyl)piperidin-1-yl)pyrazin-2-yl)cyclohexane-1,4-diamine FC(C1CCN(CC1)C=1N=CC(=NC1)C1(CCC(CC1)N)N)(F)F